tert-butyl (1-{2-fluoro-5-[(4-oxo-3,4-dihydrophthalazin-1-yl)methyl]benzoyl}piperidin-4-yl)carbamate FC1=C(C(=O)N2CCC(CC2)NC(OC(C)(C)C)=O)C=C(C=C1)CC1=NNC(C2=CC=CC=C12)=O